FC1(CC(C1)N1C2CN(CC1CC2)C=2C=1N(N=CC2)C=C(C1)C=1C=NN(C1)C)F 4-(8-(3,3-difluorocyclobutyl)-3,8-diazabicyclo[3.2.1]oct-3-yl)-6-(1-methyl-1H-pyrazol-4-yl)pyrrolo[1,2-b]pyridazine